tert-butyl 1-((4-(1-cyclopropyl-3-phenyl-1H-pyrazol-4-yl)-7-methoxypyrido[3,2-d]pyrimidin-6-yl)carbamoyl)-3-azabicyclo[3.1.0]hexane-3-carboxylate C1(CC1)N1N=C(C(=C1)C=1C2=C(N=CN1)C=C(C(=N2)NC(=O)C21CN(CC1C2)C(=O)OC(C)(C)C)OC)C2=CC=CC=C2